C(C)(C)(C)OC(=O)N1CC2(C(NCC3COCCN32)C)C1 7'-methylhexahydro-1'H-spiro[azetidine-3,6'-pyrazino[2,1-c][1,4]oxazine]-1-carboxylic acid tert-butyl ester